BrC1=C(C=C(C(=O)NC2CCN(CC2)C)C=C1)C 4-bromo-3-methyl-N-(1-methylpiperidin-4-yl)benzamide